ClC1=C(C=C(C=C1)F)C(O)C=1C=2N(C=CC1Cl)C=CN2 (2-Chloro-5-fluorophenyl)(7-chloroimidazo[1,2-a]pyridin-8-yl)methanol